4-methyl-N'-(p-tolylsulfonyl)benzenesulfonohydrazide CC1=CC=C(C=C1)S(=O)(=O)NNS(=O)(=O)C1=CC=C(C=C1)C